L-alpha-aminoisobutyric acid NC(C(=O)O)(C)C